C(C(C)C)N1CCN(CC1)C=1C=2N(C=C(N1)S(=O)(=O)NC1(CC1)C)C=NC2 8-(4-isobutylpiperazin-1-yl)-N-(1-Methylcyclopropyl)imidazo[1,5-a]pyrazine-6-sulfonamide